1,1'-dimethyl-ferrocene antimony [Sb].C[C-]1C=CC=C1.[C-]1(C=CC=C1)C.[Fe+2]